ClC=1C=CC(=NC1)COC1=NC(=NC=C1F)C1=CCC(CC1)CC1=NC=2C(=NC(=CC2)C(=O)OC)N1C[C@H]1OCC1 methyl 2-((4-(4-((5-chloropyridin-2-yl)methoxy)-5-fluoropyrimidin-2-yl)cyclohex-3-en-1-yl)methyl)-3-(((S)-oxetan-2-yl)methyl)-3H-imidazo[4,5-b]pyridine-5-carboxylate